[C@H]1(CCCC2=CC=CC=C12)N |r| racemic-1,2,3,4-tetrahydro-1-naphthylamine